chloro(3-cyanopropyl)dimethylsilane Cl[Si](C)(C)CCCC#N